ClC1=C(C=C(C=C1)C(N[C@@H]1[C@H](CCCC1)O)=O)NC(=O)C=1C=NC=C(C1)OCC1CC1 N-(2-chloro-5-{[(1S,2S)-2-hydroxycyclohexyl]carbamoyl}phenyl)-5-(cyclopropylmethoxy)pyridine-3-carboxamide